1-{[(3S)-4-(cyanoacetyl)morpholin-3-yl]methoxy}-7-(propan-2-yloxy)isoquinoline-6-carboxamide C(#N)CC(=O)N1[C@@H](COCC1)COC1=NC=CC2=CC(=C(C=C12)OC(C)C)C(=O)N